2-bromo-5-[[4-[((trans)-2-cyanocyclohexyl)amino]-5-methyl-pyrimidin-2-yl]amino]-3-methyl-benzoic acid methyl ester COC(C1=C(C(=CC(=C1)NC1=NC=C(C(=N1)N[C@H]1[C@@H](CCCC1)C#N)C)C)Br)=O